5-(2,7-Dimethyl-2H-indazol-5-yl)-N-methyl-N-(2,2,6,6-tetramethylpiperidin-4-yl)[1,3]thiazolo[5,4-d]pyrimidin-2-amin CN1N=C2C(=CC(=CC2=C1)C=1N=CC2=C(N1)SC(=N2)N(C2CC(NC(C2)(C)C)(C)C)C)C